OC1C(C(C1(C)C)O)(C)C 2,4-Dihydroxy-1,1,3,3-tetramethyl-cyclobutan